CC1=CC=C(N=N1)CNC1=NN=C(C2=CC=C(C=C12)C1=NC=C(C=N1)C)C1CCOCC1 N-((6-Methylpyridazin-3-yl)methyl)-7-(5-methylpyrimidin-2-yl)-4-(tetrahydro-2H-pyran-4-yl)phthalazin-1-amine